3-methylene-1H-indole C=C1CNC2=CC=CC=C12